OCC1=NC=CC=C1NC(OC(C)(C)C)=O tert-butyl [2-(hydroxymethyl)pyridin-3-yl]carbamate